[Cl-].C(CC)[N+](CC1=CC=CC=C1)(C)C propyl-dimethylbenzylammonium chloride